C(C=C)[N+](C)(C)CC=C N,N-diallyl-N,N-dimethylammonium